C(C1=CC=CC=C1)=C1C(NCN2CCN(CC2)CCCC)C=CC=C1 benzylidene((4-n-butyl-1-piperazinyl)methyl)aniline